sodium 1,6-hexanediol dodecenyl-succinate C(=CCCCCCCCCCC)C(C(=O)[O-])CC(=O)[O-].C(CCCCCO)O.[Na+].[Na+]